NC=1N=NC(=CC1N1C[C@H](CCC1)C1=C(C=C(C(=O)N2CCC(CC2)(F)CN2CCC(CC2)N2C=C(C3=CC(=CC=C23)N2CNCC=C2)CC)C=C1)C)C1=C(C=CC=C1)O (R)-1-(1-(1-((1-(4-(1-(3-Amino-6-(2-hydroxyphenyl)pyridazin-4-yl)piperidin-3-yl)-3-methylbenzoyl)-4-fluoropiperidin-4-yl)methyl)piperidin-4-yl)-3-ethyl-1H-indol-5-yl)dihydropyrimidine